ClC1=C(C2=C3C(N4C=5C(=C(C(=C(C5B3OC3=C(C(=C(C(=C23)[2H])[2H])[2H])[2H])[2H])[2H])[2H])C2=C(C(=C(C(=C24)[2H])[2H])[2H])[2H])=C1[2H])[2H] 9-chloro-15-oxa-7b-aza-15a-borabenzo[gh]indeno[1,2,3-de]tetraphene-1,2,3,4,5,6,7,8,10,11,12,13,14-d13